FC=1C=CC=2N(C3=CC=C(C=C3C2C1)F)C[C@H](CN1C([C@@H](CC1)C)=O)O (R)-1-((R)-3-(3,6-difluoro-9H-carbazol-9-yl)-2-hydroxypropyl)-3-methylpyrrolidin-2-one